FC(C1=CC=C(C=C1)C#CC(C)O)(F)F 4-(4-trifluoromethylphenyl)-3-butyn-2-ol